FC1(C(CCC1)NC1=CC(=C2C(NC(=NC2=C1)CS[C@@H]1CC[C@H](CC1)O)=O)F)F 7-((2,2-Difluorocyclopentyl)amino)-5-fluoro-2-((((trans)-4-hydroxycyclohexyl)thio)methyl)quinazolin-4(3H)-one